N1N=CC(=C1)CN1C(C=CC=C1)=O 1H-pyrazol-4-ylmethyl-1H-pyridin-2-one